BICARBONATE (HYDROGEN CARBONATE) C(O)(O)=O.C(O)(O)=O